C1(CCCC1)CNC(C(=O)O)=O 2-((cyclopentylmethyl)amino)-2-oxoacetic acid